BrC=1C=CC(=NC1)N[C@@H]1C[C@@H]2CN([C@H]1C2)C(=O)C2=C(C=CC=C2C2=NC=CC=N2)F ((1S,4S,6R)-6-((5-bromopyridin-2-yl)amino)-2-azabicyclo[2.2.1]hept-2-yl)(2-fluoro-6-(pyrimidin-2-yl)phenyl)methanone